1-(1-(4-fluorobenzyl)indolin-5-yl)-3-neopentylthiourea FC1=CC=C(CN2CCC3=CC(=CC=C23)NC(=S)NCC(C)(C)C)C=C1